ClC1=C(C=C(C(=O)NCC=2C=NC=CC2)C=C1)NS(=O)(=O)C1=CC=C(C=C1)C 4-chloro-3-((4-methylphenyl)sulfonamido)-N-(pyridin-3-ylmethyl)benzamide